CC1(OB(OC1(C)C)C=1C=NN(C1)CCN1CCOCC1)C 4-(2-(4-(4,4,5,5-tetramethyl-1,3,2-dioxaborolane-2-yl)-1H-pyrazol-1-yl)ethyl)morpholine